3-((tert-Butoxycarbonyl)amino)-2-methylpropanoic acid methyl ester COC(C(CNC(=O)OC(C)(C)C)C)=O